α-ketoisocaproic acid-13C O=C([13C](=O)O)CC(C)C